tert-butyl (S)-2-[2-[1-(2,2-difluoroethyl)pyrazole-4-carbonyl]-6-(3-methyl-1H-pyrrolo[2,3-b]pyridin-5-yl)-3,4-dihydro-1H-isoquinolin-8-yl]pyrrolidine-1-carboxylate FC(CN1N=CC(=C1)C(=O)N1CC2=C(C=C(C=C2CC1)C=1C=C2C(=NC1)NC=C2C)[C@H]2N(CCC2)C(=O)OC(C)(C)C)F